BrC(C(=O)NC=1C(=NC=C(C1)Br)O)(C)C 2-bromo-N-(5-bromo-2-hydroxypyridin-3-yl)-2-methylpropanamide